CC=1N=C(OC1C=1C=C2C(=NC1)NC(C2)=O)C2=CC=CC=C2 5-(4-methyl-2-phenyl-1,3-oxazol-5-yl)-1H,2H,3H-pyrrolo[2,3-b]pyridin-2-one